N-ethylpiperidin-4-amin C(C)NC1CCNCC1